FC=1C=C(C=C(C1)F)[C@@H]1CC[C@H]2OC3(C(N21)=O)CCN(CC3)C(=O)C3=C(C=CC(=C3)C)F (5'S,7a'R)-5'-(3,5-difluorophenyl)-1-(2-fluoro-5-methyl-benzene-1-carbonyl)-tetrahydro-3'H-spiro-[piperidine-4,2'-pyrrolo[2,1-b][1,3]-oxazol]-3'-one